ClC1=CC(=C(C=C1Cl)C(C1CCN(CC1)C(=O)OC(C)(C)C)O)OC tert-butyl 4-[(4,5-dichloro-2-methoxyphenyl)(hydroxy)methyl]piperidine-1-carboxylate